(E)-3-(2-chloro-6-(trifluoromethyl)pyrimidin-4-yl)-1-isopropyl-6-(2-methoxyvinyl)-3-azabicyclo[3.1.0]hexane ClC1=NC(=CC(=N1)N1CC2(C(C2C1)\C=C\OC)C(C)C)C(F)(F)F